FC(C1=NN=C(S1)C1=NC=C2N1C=C(C=C2N2CC(NCC2)COC([2H])([2H])[2H])S(=O)(=O)NC2(COC2)C)F 3-(5-(difluoromethyl)-1,3,4-thiadiazol-2-yl)-8-(3-((methoxy-d3)methyl)piperazine-1-yl)-N-(3-methyloxetan-3-yl)imidazo[1,5-a]pyridine-6-sulfonamide